BrC=1C=C2C(=NC(=NC2=CC1)C)N[C@H](C)C1=CC(=CC=C1)C(F)(F)F (R)-6-bromo-2-methyl-N-(1-(3-(trifluoromethyl)phenyl)ethyl)quinazolin-4-amine